4-(1-((5-methoxy-7-methyl-1H-indol-4-yl)methyl)-4-(sulfamoylamino)piperidin-2-yl)benzoic acid COC=1C(=C2C=CNC2=C(C1)C)CN1C(CC(CC1)NS(N)(=O)=O)C1=CC=C(C(=O)O)C=C1